CN1CCC(CC1)N1N=C(N=C1C1CNCCO1)C1=CC=CC=C1 2-(1-(1-methylpiperidin-4-yl)-3-phenyl-1H-1,2,4-triazol-5-yl)morpholine